FC=1C=C(C=CC1)S(=O)(=O)C12C=3C=CC(=NC3CCC1N(CC2)C(=O)C2CCC(CC2)C(=O)O)C(C(F)(F)F)(C(F)(F)F)F (1r,4r)-4-(9b-((3-fluorophenyl)sulfonyl)-7-(perfluoropropan-2-yl)-2,3,3a,4,5,9b-hexahydro-1H-pyrrolo[3,2-f]quinoline-3-carbonyl)cyclohexane-1-carboxylic acid